C(C)(C)N(C(=O)[C@H]1CN(CCC1)C=1C=C(OC(C(=O)N2CCN(CC2)C(=O)OC(C)(C)C)(C)C)C=CC1)CC1=CC=C(C=C1)C(C)C tert-butyl (R)-4-(2-(3-(3-(isopropyl(4-isopropylbenzyl)carbamoyl)piperidin-1-yl)phenoxy)-2-methylpropanoyl)piperazine-1-carboxylate